C(C)(C)(C)[Si](OC[C@@H]1[C@H](C=C[C@@H](C)O1)O)(C)C 2,6-Anhydro-7-O-[tert-butyl-(dimethyl)silyl]-1,3,4-trideoxy-D-arabino-hept-3-enitol